NC1=C(N=CC2=C(C=CC=C12)C=1C(=NC(=CC1)C)F)C(=O)NCCC 4-amino-8-(2-fluoro-6-methylpyridin-3-yl)-N-propylisoquinoline-3-carboxamide